((3ar,5r,6as)-5-(6-chloro-1H-indazol-4-yl)-5-hydroxycyclopenta[c]pyrrol-2(1H)-yl)(cyclopropyl)methanone 4-methoxybenzyl-(4-(((1-acetylpiperidin-4-yl)oxy)meth-yl)phenyl)carbamate COC1=CC=C(CN(C(O)=O)C2=CC=C(C=C2)COC2CCN(CC2)C(C)=O)C=C1.ClC1=CC(=C2C=NNC2=C1)C1(C=C2C(CN(C2)C(=O)C2CC2)=C1)O